(6aS,7R,10aR)-4-(2-fluorophenyl)-7,10a-dimethyl-7-(2-methylallyl)-8-oxo-2-(quinolin-4-yl)-5,6,6a,7,8,10a-hexahydrobenzo[h]quinazoline-9-carbonitrile FC1=C(C=CC=C1)C1=NC(=NC=2[C@]3([C@H](CCC12)[C@](C(C(=C3)C#N)=O)(CC(=C)C)C)C)C3=CC=NC1=CC=CC=C31